(±)-2-phenylpentanoic acid C1(=CC=CC=C1)[C@H](C(=O)O)CCC |r|